C1(CCCCCCC1)C(C(=O)NC1=CC=C(C=C1)C=1C(=NNC1C)C)NC(=O)C1=CC=NN1C N-(1-Cyclooctyl-2-((4-(3,5-dimethyl-1H-pyrazol-4-yl)phenyl)amino)-2-oxoethyl)-1-methyl-1H-pyrazole-5-carboxamide